CS(=O)(=O)OC[C@@H](C)NC(OC(C)(C)C)=O tert-butyl N-[(2R)-1-(methanesulfonyloxy)propan-2-yl]carbamate